FC1=C2C[C@@H]([C@H](CC2=CC=C1)O)N1CCC(CC1)C1=CC=CC=C1 (2S,3S)-5-Fluoro-3-(4-phenylpiperidin-1-yl)-1,2,3,4-tetrahydronaphthalen-2-ol